1-([1,1'-biphenyl]-4-yl)-2-chloronaphthalene C1(=CC=C(C=C1)C1=C(C=CC2=CC=CC=C12)Cl)C1=CC=CC=C1